dieicosyl ether C(CCCCCCCCCCCCCCCCCCC)OCCCCCCCCCCCCCCCCCCCC